C1(CC1)[C@]1(C(N(C[C@H]1C)C=1C=2N(C=C(N1)C=1C=NC(=CC1)C)N=CC2)=O)C#N (3R,4S)-3-cyclopropyl-4-methyl-1-[6-(6-methylpyridin-3-yl)pyrazolo[1,5-a]pyrazin-4-yl]-2-oxopyrrolidine-3-carbonitrile